C(C)OC(\C(=C/OCC)\C(C1=C(C=C(C(=C1)Cl)F)F)=O)=O.C(C)[C@@H]1P([C@H](CC1)CC)C1=C(C=CC=C1)P1[C@H](CC[C@@H]1CC)CC (+)-1,2-bis((2S,5S)-2,5-diethylphosphacyclopentyl)benzene ethyl-(2Z)-2-[(Z)-5-chloro-2,4-difluorobenzoyl]-3-ethoxyprop-2-enoate